2-(4-bromo-2,6-dimethylphenyl)-6-(1,5,2-dioxaazepan-2-yl)-2,5-dihydro-4H-pyrazolo[3,4-d]pyrimidin-4-one BrC1=CC(=C(C(=C1)C)N1N=C2N=C(NC(C2=C1)=O)N1OCCOCC1)C